C(C)C1=CN=C(N1C)CC1CCN(CC1)C(=O)[C@H](CC(C)C)N1C([C@@H](NCC1)CC(C)C)=O (S)-1-[(S)-1-({4-[(5-Ethyl-1-methyl-1H-imidazol-2-yl)methyl]-1-piperidyl}carbonyl)-3-methylbutyl]-3-isobutyl-2-piperazinone